1,4-DIHYDRO-4-OXOQUINOLINE-3-CARBOXAMIDE O=C1C(=CNC2=CC=CC=C12)C(=O)N